2-((2-(((3-(diethylamino)propoxy)carbonyl)oxy)tetradecanoyl)oxy)propane-1,3-diyldioctanoate C(C)N(CCCOC(=O)OC(C(=O)OC(CCCCCCCCC(=O)[O-])CCCCCCCCC(=O)[O-])CCCCCCCCCCCC)CC